2-ACETAMIDO-6-HYDROXY-BENZOTHIOPHEN C(C)(=O)NC=1SC2=C(C1)C=CC(=C2)O